iron ammonium dihydroporphine salt C12CC=C(N1)C=C1C=CC(=N1)C=C1C=CC(N1)=CC=1C=CC(N1)=C2.[NH4+].[Fe+2]